3-(5-amino-8-(1-methyl-6-oxo-1,6-dihydropyridazin-3-yl)-2-((6-methylpyridin-2-yl)methoxy)-[1,2,4]triazolo[1,5-c]pyrimidin-7-yl)benzonitrile NC1=NC(=C(C=2N1N=C(N2)OCC2=NC(=CC=C2)C)C2=NN(C(C=C2)=O)C)C=2C=C(C#N)C=CC2